FC1=C2NC(C(NC2=C(C=C1F)C(F)(F)F)=NNC(C)=O)(C)C N'-(5,6-difluoro-3,3-dimethyl-8-(trifluoromethyl)-3,4-dihydroquinoxalin-2(1H)-ylidene)acethydrazide